O=C=C1C=C(C=O)C=CC1=C=O 3,4-dioxomethylenebenzaldehyde